C(CCCCCCCCCC=CCC=CCCCCC)(=O)O 11,14-Eicosadienoic acid